FC=1C=C(C2=C(C(=C(O2)[C@H](C(F)(F)F)NC(NC=2C=NC(=NC2)NC[C@H](C)O)=O)C)C1)F 3-[(1R)-1-(5,7-difluoro-3-methyl-1-benzofuran-2-yl)-2,2,2-trifluoroethyl]-1-(2-{[(2S)-2-hydroxypropyl]amino}pyrimidin-5-yl)urea